C1(CC1)C=1N=NC2=C(C=C(C=C2C1)C(=O)OC)O methyl 3-cyclopropyl-8-hydroxycinnoline-6-carboxylate